6-[2-[[4-[5-(difluoromethyl)-1,3,4-oxadiazol-2-yl]-2,5-difluorophenyl]methyl]tetrazol-5-yl]-N,N-dimethylquinazolin-2-amine FC(C1=NN=C(O1)C1=CC(=C(C=C1F)CN1N=C(N=N1)C=1C=C2C=NC(=NC2=CC1)N(C)C)F)F